dimethoxytrityl-thymidine-3'-succinate COC1([C@@](O[C@@H]([C@]1(O)C(CC(=O)[O-])C(=O)[O-])CO)(N1C(=O)NC(=O)C(C)=C1)C(C1=CC=CC=C1)(C1=CC=CC=C1)C1=CC=CC=C1)OC